PYRIMIDOPYRIMIDONE N1C(N=CC2=C1C=NC=N2)=O